5-[4-amino-5-(trifluoromethyl)pyrrolo[2,1-f][1,2,4]triazin-7-yl]-N-[(3R,4S)-4-fluoro-1-(2-fluoro-2-methylpropanoyl)pyrrolidin-3-yl]pyridine-3-carboxamide NC1=NC=NN2C1=C(C=C2C=2C=C(C=NC2)C(=O)N[C@@H]2CN(C[C@@H]2F)C(C(C)(C)F)=O)C(F)(F)F